1,2-propylene glycol adipate C(CCCCC(=O)O)(=O)O.C(C(C)O)O